[N+](=O)([O-])C1=CC=C(OCCOCCOCCOCCOCCOCCN2CCC(CC2)N2CCNCC2)C=C1 1-{1-[17-(4-nitrophenoxy)-3,6,9,12,15-pentaoxaheptadecan-1-yl]piperidin-4-yl}piperazine